N-(3-bromophenyl)-5-(indolin-1-ylsulfonyl)-2-methoxybenzamide BrC=1C=C(C=CC1)NC(C1=C(C=CC(=C1)S(=O)(=O)N1CCC2=CC=CC=C12)OC)=O